6-methoxypyrimidine sodium [Na].COC1=CC=NC=N1